OC1(CN(C1)[C@@H]1CCC=2C1=NNC(C2C(F)(F)F)=O)C(=O)N2CCN(CC2)C2=NC=C(C=N2)C(F)(F)F |r| rac-7-[3-hydroxy-3-[4-[5-(trifluoromethyl)pyrimidin-2-yl]piperazine-1-carbonyl]azetidin-1-yl]-4-(trifluoromethyl)-2,5,6,7-tetrahydrocyclopenta[c]pyridazin-3-one